4-(4-methoxyphenyl)-3-((4-methoxyphenyl)ethynyl)-2-(8-quinolinyl)-2,5-dihydro-1H-pyrido[4,3-b]Indol-1-one COC1=CC=C(C=C1)C1=C(N(C(C2=C1NC=1C=CC=CC21)=O)C=2C=CC=C1C=CC=NC21)C#CC2=CC=C(C=C2)OC